[Co]=O.[Cu].[Mg].[Ca] calcium magnesium copper-cobalt oxide